(2-chloropyridine-3,4-diyl)dimethanol ClC1=NC=CC(=C1CO)CO